BrC=1C=C(C(=NC1)OC)C(C(F)(F)F)O[Si](C)(C)C(C)(C)C 5-bromo-3-(1-((tert-butyldimethylsilyl)oxy)-2,2,2-trifluoroethyl)-2-methoxypyridine